C1(CC1)CN1C[C@@H]([C@H](CC1)NC(=O)C1=NOC(=C1)C1=C(C=C(C=C1)F)F)C(=O)N1[C@H](CC1)C1=CC=CC=C1 5-(2,4-Difluoro-phenyl)-isoxazole-3-carboxylic acid [(3S,4S)-1-cyclopropylmethyl-3-((R)-2-phenyl-azetidine-1-carbonyl)-piperidin-4-yl]-amide